C1=CC=CC=2C3=CC=CC=C3N(C12)C1=C(C(=C(C(=C1C1=CC=C(C=C1)N1C2=CC=C(C=C2C=2C=C(C=CC12)C)C)C=1C(=NC(=CC1)C1=CC=CC=C1)C1=CC=CC=C1)C1=CC=C(C=C1)N1C2=CC=C(C=C2C=2C=C(C=CC12)C)C)C#N)C1=CC=C(C=C1)N1C2=CC=C(C=C2C=2C=C(C=CC12)C)C 4'-(9H-carbazol-9-yl)-4,4''-bis(3,6-dimethyl-9H-carbazol-9-yl)-5'-(4-(3,6-dimethyl-9H-carbazol-9-yl)phenyl)-6'-(2,6-diphenylpyridin-3-yl)-[1,1':3',1''-terphenyl]-2'-carbonitrile